BrC(CCS(=O)(=O)[O-])CCCCCCCC 3-bromoundecylsulfonate